disodium bicyclo[2.2.1]heptane C12CCC(CC1)C2.[Na].[Na]